1-piperidinesulfonamide N1(CCCCC1)S(=O)(=O)N